ClC1=NC(=C2C(=N1)N(N=C2)[C@H]2[C@@H]([C@@H]([C@H](O2)CO[C@](C(=O)O)(COC)P(=O)(O)O)O)O)NC2CCCC2 |&1:17| rac-(R)-2-(((2R,3S,4R,5R)-5-(6-chloro-4-(cyclopentylamino)-1H-pyrazolo[3,4-d]pyrimidin-1-yl)-3,4-dihydroxytetrahydrofuran-2-yl)methoxy)-3-methoxy-2-phosphonopropanoic acid